N[C@@H](CCSC)C(=O)N[C@@H](CC1=CNC=N1)C(=O)N[C@@H](CCC(=O)O)C(=O)NCC(=O)N[C@@H](CC1=CC=CC=C1)C(=O)N1[C@@H](CCC1)C(=O)N1[C@@H](CCC1)C(=O)O methionyl-histidyl-glutamyl-glycyl-phenylalanyl-prolyl-proline